(cis-3-aminocyclobutyl)((S)-3-(2-fluorophenyl)isoxazolidin-2-yl)methanone N[C@H]1C[C@H](C1)C(=O)N1OCC[C@H]1C1=C(C=CC=C1)F